tert-butyl(1-(6-chloro-4-methyl-3-nitropyridin-2-yl)piperidine) C(C)(C)(C)C1N(CCCC1)C1=NC(=CC(=C1[N+](=O)[O-])C)Cl